COC1=CC=C(C=C1)C1=NN(C(O1)(C(F)(F)F)C1=C(C=CC=C1)NS(=O)(=O)C1=CC=C(C=C1)C)C1=CC=CC=C1 N-(2-(5-(4-methoxyphenyl)-3-phenyl-2-(trifluoromethyl)-2,3-dihydro-1,3,4-oxadiazol-2-yl)phenyl)-4-methylbenzenesulfonamide